(morpholinomethyl)-2,3-dihydro-1,4-benzoxazepin-5-one O1CCN(CC1)CC1OC2=C(C(NC1)=O)C=CC=C2